methyl-2-((1,1,1-trifluoro-2-methylpropan-2-yl)oxy)propanamide CC(C(=O)N)(C)OC(C(F)(F)F)(C)C